C=1(C(=CC=CC1)C(=O)OOC(=O)C=1C(=CC=CC1)C)C toluoyl peroxide